butanedioic anhydride C1(CCC(=O)O1)=O